tert-butyl 2-(4-[[4-(5-[[(1r,3r)-3-(3-chloro-4-cyanophenoxy)-2,2,4,4-tetramethylcyclobutyl] carbamoyl]pyridin-2-yl)piperazin-1-yl] methyl]piperidin-1-yl)acetate ClC=1C=C(OC2C(C(C2(C)C)NC(=O)C=2C=CC(=NC2)N2CCN(CC2)CC2CCN(CC2)CC(=O)OC(C)(C)C)(C)C)C=CC1C#N